O1CCN(CC1)C1=CC(=NC(=C1)S(=O)(=O)C1=CC=CC=C1)C=1C=NC(=NC1)N 5-(4-morpholino-6-(benzenesulfonyl)pyridin-2-yl)pyrimidin-2-amine